CC(C(=O)C1=NC=C(C=C1)C)(C)C 2,2-dimethyl-1-(5-methylpyridin-2-yl)propan-1-one